1-(tert-butyl)-N-((3-(7-(((3S,4R)-3-fluoro-1-methylpiperidin-4-yl)amino)-3-(2,2,2-trifluoroethyl)pyrazolo[1,5-a]pyridin-2-yl)-1,2,4-oxadiazol-5-yl)methyl)-1H-pyrrole-3-carboxamide C(C)(C)(C)N1C=C(C=C1)C(=O)NCC1=NC(=NO1)C1=NN2C(C=CC=C2N[C@H]2[C@H](CN(CC2)C)F)=C1CC(F)(F)F